C1=CC=C(C=C1)NC2=CC(=CC=C2)O 3-hydroxydiphenylamine